C(C)(C)(C)OC(=O)N1[C@H](C[C@@H](C1)C(N)=O)C1=C(C(=CC=C1OCOC)Cl)Cl (2R,4S)-4-carbamoyl-2-[2,3-dichloro-6-(methoxymethoxy)phenyl]pyrrolidine-1-carboxylic acid tert-butyl ester